CN1C=C(C2=CC=C(C=C12)[N+](=O)[O-])C1=NC(=NC=C1)NC1=CC=C(C=C1)N1CCOCC1 4-(1-methyl-6-nitro-indol-3-yl)-N-(4-morpholinylphenyl)pyrimidin-2-amine